(1R,3S)-(+)-camphoric acid C[C@]1(CC[C@@H](C1(C)C)C(=O)O)C(=O)O